(1S,2R,3S,5R)-3-(2-(2-((cyclopropylmethyl)amino)quinolin-7-yl)ethyl)-5-((Z)-4-(2-methylhydrazineylidene)-1,4-dihydro-7H-pyrrolo[2,3-d]pyrimidin-7-yl)cyclopentane-1,2-diol C1(CC1)CNC1=NC2=CC(=CC=C2C=C1)CC[C@@H]1[C@H]([C@H]([C@@H](C1)N1C=CC/2=C1NC=N\C2=N/NC)O)O